O=C(CC#N)C12CC(C1)(C2)C(F)(F)F 3-oxo-3-[3-(trifluoromethyl)bicyclo[1.1.1]pent-1-yl]propanenitrile